C(#C)C1=NC(=CC(=C1)C1=NC=2C=CC3=C(C2C=C1)C1=C(S3)CN[C@@H](CN1)C)CO (R)-3-(2-ethynyl-6-(hydroxymethyl)pyridin-4-yl)-10-methyl-9,10,11,12-tetrahydro-8H-[1,4]diazepino[5',6':4,5]thieno[3,2-f]quinolin